1-aminopyrazine-1-ium 2,4,6-trimethylbenzenesulfonate CC1=C(C(=CC(=C1)C)C)S(=O)(=O)[O-].N[N+]1=CC=NC=C1